4,4-dihydroxybenzaldehyde OC1(CC=C(C=O)C=C1)O